3-(5-hydroxy-2-isopropylphenyl)-2-iminothiazolidin-4-one OC=1C=CC(=C(C1)N1C(SCC1=O)=N)C(C)C